C(C1=CC=CC=C1)N1N=NC(=C1)C1=CC=C(C=C1)F 1-benzyl-4-(4-fluorophenyl)-1H-1,2,3-triazole